ClC=1C=C2C(N(C=3N(C2=C(C1)C(C)NC1=C(C(=O)OC)C=CC=C1)C=NC3I)C)=O methyl 2-((1-(7-chloro-3-iodo-4-methyl-5-oxo-4,5-dihydroimidazo[1,5-a]quinazolin-9-yl)ethyl)amino)benzoate